NC1=C(C(=NN1C1(CC1)C)C1=C(C=C(C=C1)CC(=O)NC1=CC(=NO1)C12CC(C1)(C2)C)F)C(=O)N 5-Amino-3-(2-fluoro-4-(2-((3-(3-methylbicyclo[1.1.1]pentan-1-yl)isoxazol-5-yl)amino)-2-oxoethyl)phenyl)-1-(1-methylcyclopropyl)-1H-pyrazole-4-carboxamide